(3R,4S)-4-(methylamino)tetrahydrofuran-3-ol acetate C(C)(=O)O[C@H]1COC[C@@H]1NC